FC(C=C)(C(C(F)(F)F)(I)F)F 3,3,4,5,5,5-hexafluoro-4-iodopentene